BrC=1C=C(C(=NC1)C(=O)OC)NCC1=CC=C(C=C1)Br methyl 5-bromo-3-[(4-bromophenyl)methylamino]pyridine-2-carboxylate